4-hydroxy-1-[3-[(5-tetrahydropyran-4-ylfuran-2-carbonyl)amino]-5-(trifluoromethyl)-2-pyridyl]piperidine-4-carboxamide OC1(CCN(CC1)C1=NC=C(C=C1NC(=O)C=1OC(=CC1)C1CCOCC1)C(F)(F)F)C(=O)N